FC(C1=CC=CC(=N1)C(=O)NC1=CC=2N(C=C1C(=O)OCC)N=C(C2)CCC(C)(C)O)F ethyl 5-[[6-(difluoromethyl)pyridine-2-carbonyl]amino]-2-(3-hydroxy-3-methyl-butyl)pyrazolo[1,5-a]pyridine-6-carboxylate